7-chloro-3-(3-cyano-benzenesulfonyl)-4-(3-fluoro-phenyl)-quinoline ClC1=CC=C2C(=C(C=NC2=C1)S(=O)(=O)C1=CC(=CC=C1)C#N)C1=CC(=CC=C1)F